Tetramethyl-hydroquinone CC1=C(C(=C(C(=C1O)C)C)O)C